5-(2-Chlorobenzyl)-3-cyclopropyl-4-oxo-4,5,6,7-tetrahydropyrazolo[1,5-a]pyrazine-2-carboxylic acid (5-difluoromethyl-[1,3,4]thiadiazol-2-yl) amide FC(C1=NN=C(S1)NC(=O)C1=NN2C(C(N(CC2)CC2=C(C=CC=C2)Cl)=O)=C1C1CC1)F